5-([1,1'-biphenyl]-4-yl)pent-4-enal-2-d C1(=CC=C(C=C1)C=CCC(C=O)[2H])C1=CC=CC=C1